4-(3-chloroanilino)-2'-[(2R)-3-hydroxy-2-methylpropyl]-2',3'-dihydrospiro[cyclohexane-1,1'-isoindole]-4-carbonitrile ClC=1C=C(NC2(CCC3(N(CC4=CC=CC=C34)C[C@H](CO)C)CC2)C#N)C=CC1